N-[2-[6-(5-cyclopropyl-4H-1,2,4-triazol-3-yl)-2-azaspiro[3.3]heptane-2-carbonyl]-2-azaspiro[3.3]heptan-6-yl]-2-(trifluoromethyl)benzenesulfonamide C1(CC1)C=1NC(=NN1)C1CC2(CN(C2)C(=O)N2CC3(C2)CC(C3)NS(=O)(=O)C3=C(C=CC=C3)C(F)(F)F)C1